N-(2'-(4,4-difluorocyclohexyl)-[2,4'-bipyridin]-3'-yl)-2-(1-methylcyclobutoxy)pyrimidine-5-carboxamide FC1(CCC(CC1)C1=NC=CC(=C1NC(=O)C=1C=NC(=NC1)OC1(CCC1)C)C1=NC=CC=C1)F